2-butyloxy-2-(methylsulfonyl)pyrimidine Methyl-N-((4'-((tert-butoxycarbonyl)amino)-[1,1'-biphenyl]-4-carbonyl)-L-seryl)-O-(tert-butyldiphenylsilyl)-L-serinate COC([C@@H](NC([C@@H](NC(=O)C1=CC=C(C=C1)C1=CC=C(C=C1)NC(=O)OC(C)(C)C)CO)=O)CO[Si](C1=CC=CC=C1)(C1=CC=CC=C1)C(C)(C)C)=O.C(CCC)OC1(NC=CC=N1)S(=O)(=O)C